SC1=CC=C(C=C1)C=CC(=O)O 3-(4-mercaptophenyl)acrylic acid